N-(1-(6-amino-4-(trifluoromethyl)pyridin-2-yl)ethyl)-7-methoxy-6-(2-methoxyethoxy)-2-methylquinazolin-4-amine NC1=CC(=CC(=N1)C(C)NC1=NC(=NC2=CC(=C(C=C12)OCCOC)OC)C)C(F)(F)F